Cl.CC1(CCNCC1)C1=NOC(=N1)C 4-methyl-4-(5-methyl-1,2,4-oxadiazol-3-yl)piperidine hydrochloride